tert-butyl 4-(1-((2-methylimidazo[1,2-a]pyridin-6-yl)carbamoyl)-2,3-dihydro-1H-pyrrolo[2,3-b]pyridin-4-yl)piperazine-1-carboxylate CC=1N=C2N(C=C(C=C2)NC(=O)N2CCC=3C2=NC=CC3N3CCN(CC3)C(=O)OC(C)(C)C)C1